C(CO)(=O)O.N[C@@H](CCC(=O)O)C(=O)O Glutamic acid glycolate